(R)-1-(3-(3-(4-amino-1,3,5-triazin-2-yl)-5-chlorophenyl)morpholino)-2-cyclopropylideneethan-1-one NC1=NC(=NC=N1)C=1C=C(C=C(C1)Cl)[C@@H]1COCCN1C(C=C1CC1)=O